CC1(CN(CC2=CC=CC=C12)C(=O)OCCC1CCCCC1)C=1C=NN(C1)C 2-cyclohexylethyl 4-methyl-4-(1-methylpyrazol-4-yl)-1,3-dihydroisoquinoline-2-carboxylate